2-chloro-3-methyl-4-(trifluoromethyl)benzoic acid ClC1=C(C(=O)O)C=CC(=C1C)C(F)(F)F